N-(1-(5-(6-(3-cyanopyrrolo[1,2-b]pyridazin-7-yl)-4-(isopropylamino)pyridin-3-yl)-1,3,4-thiadiazol-2-yl)piperidin-4-yl)acetamide C(#N)C1=CC=2N(N=C1)C(=CC2)C2=CC(=C(C=N2)C2=NN=C(S2)N2CCC(CC2)NC(C)=O)NC(C)C